2-(3-bromo-5-fluorothiophen-2-yl)-1,3-dioxolane BrC1=C(SC(=C1)F)C1OCCO1